5-ethyl-N-(pyridin-2-ylmethyl)-5H-[1,2,4]triazinol C(C)C1N=C(NN(C1)CC1=NC=CC=C1)O